COC1=CC=C(CN2C=NC(=CC2=O)C(=O)N)C=C1 1-(4-methoxybenzyl)-6-oxo-1,6-dihydropyrimidine-4-carboxamide